C(C)(C)(C)OC(=O)N1CCC(=CC1)C1=NC(=C(C=C1)OC)CO.CC1=C(C=CC=C1)SC1=C(O)C=CC(=C1)O 2-(2-methylphenylsulfanyl)hydroquinone tert-butyl-6-(hydroxymethyl)-5-methoxy-3',6'-dihydro-[2,4'-bipyridine]-1'(2'H)-carboxylate